CC1=NC(=CC=C1NC1=CC=C(CN2CC(CC2=O)C(=O)N)C=C1)C1CCC(CC1)C(F)(F)F (4-((2-methyl-6-(4-(trifluoromethyl)cyclohexyl)pyridin-3-yl)amino)benzyl)-5-oxopyrrolidine-3-carboxamide